N'-[2-hydroxy-3-(1-piperidyl)propoxy]-1-methyl-cyclobutanecarboxamidine OC(CON=C(N)C1(CCC1)C)CN1CCCCC1